OCC1=C(C=C(C2=C1CCO2)C2=CC=C(C=C2)OC(F)(F)F)NC(C=C)=O N-(4-(Hydroxymethyl)-7-(4-(trifluoromethoxy)phenyl)-2,3-dihydrobenzofuran-5-yl)acrylamide